C(CCCCCCC)(=O)[O-].C(CCCCCCC)(=O)O.S(=O)(=O)(O)C(C(=O)O)CC(=O)O.[Na+] sodium sulfosuccinate dicaprylate